NC1=NC=NN2C1=CC=C2[C@H]2[C@@H]([C@@H]([C@@](O2)(CF)COP(=O)(OC2=CC=CC=C2)N[C@@H](C)C(=O)OCC(C)C)O)O isobutyl ((((2R,3S,4R,5S)-5-(4-aminopyrrolo[2,1-f][1,2,4]triazin-7-yl)-2-(fluoromethyl)-3,4-dihydroxytetrahydrofuran-2-yl)methoxy)(phenoxy)phosphoryl)-L-alaninate